ClCC(=O)C=1C(=C(C(=O)P(C2=CC=CC=C2)(C2=CC=CC=C2)=O)C(=CC1C)C)C 3-chloroacetyl-2,4,6-trimethylbenzoyldiphenylphosphine oxide